BrC1=C(C=CC=C1)NC(C)C=1C=2C3=C(N(C(C2C=C(C1)C)=O)C)N(N=C3)CC 9-[1-(2-bromophenylamino)ethyl]-3-ethyl-4,7-dimethyl-pyrazolo[3,4-C]isoquinolin-5-one